C(C)N1C=2C3=CN=C(C(O[C@@H](C4=CC(=CC=C4N4N=C(C=C4CC2C=N1)F)F)C)=C3)N (19R)-3-ethyl-10,16-difluoro-19-methyl-20-oxa-3,4,11,12,23-pentaazapentacyclo[19.3.1.02,6.08,12.013,18]pentacosa-1(24),2(6),4,8,10,13,15,17,21(25),22-decaen-22-amine